tert-butyl 4-(6-{8-fluoro-2-methylimidazo[1,2-a]pyridin-6-yl}-4-oxothieno[3,2-d]pyrimidin-3-yl)piperidine-1-carboxylate FC=1C=2N(C=C(C1)C1=CC=3N=CN(C(C3S1)=O)C1CCN(CC1)C(=O)OC(C)(C)C)C=C(N2)C